ClC1=C(C(=O)NCC(=O)N[C@@H](CC(C)C)B2OC(C[C@](O2)(C(=O)O)CC(=O)NC)=O)C=C(C=C1)Cl (S)-2-((R)-1-(2-(2,5-dichlorobenzamido)acetamido)-3-methylbutyl)-4-(2-(methylamino)-2-oxoethyl)-6-oxo-1,3,2-dioxaborinane-4-carboxylic acid